C(C(O)C)(=O)OC1C2(CCC(C1)C2(C)C)C Borneol lactate